N1(CCCC1)C=1C=C(C=CC1C1=NC=CC(=N1)N1CCCC1)NC(C)=O N-[3-pyrrolidin-1-yl-4-(4-pyrrolidin-1-ylpyrimidin-2-yl)phenyl]acetamide